Phenyl-2-(2'-cyanophenyl)acetylene sodium (S)-3-(3-(1,5-dimethyl-4-oxido-2-oxo-1,2-dihydropyridin-3-yl)ureido)-3-(6-fluorobiphenyl-3-yl)propanoate CN1C(C(=C(C(=C1)C)[O-])NC(N[C@@H](CC(=O)[O-])C=1C=C(C(=CC1)F)C1=CC=CC=C1)=O)=O.[Na+].C1(=CC=CC=C1)C#CC1=C(C=CC=C1)C#N.[Na+]